3,6-dioxo-1,8-octanedioyl thiol acrylate C(C=C)(=O)O.O=C(CC(=O)S)CCC(CC(=O)S)=O